2-methoxyethyl-isourea COCCNC(O)=N